3,3-dimethyl-N-{3-[(1s,3s)-3-(cyanomethyl)-1-(4-methyl-1,2,4-triazol-3-yl)cyclobutyl]phenyl}-2H-furo[3,2-b]pyridine-5-carboxamide CC1(COC=2C1=NC(=CC2)C(=O)NC2=CC(=CC=C2)C2(CC(C2)CC#N)C2=NN=CN2C)C